C(C=C)(=O)N1CC(C1)CN1C(C(NC2=C(C(=C(C=C12)Cl)C1=C(C=CC=C1O)F)F)=O)=O 1-((1-propenoylazetidin-3-yl)methyl)-7-chloro-5-fluoro-6-(2-fluoro-6-hydroxyphenyl)-1,4-dihydroquinoxaline-2,3-dione